Br.C1CC1 cyclopropane hydrobromide